C1(CCCCC1)CN1N=CC(=C1)B1OC(C(O1)(C)C)(C)C 1-(cyclohexylmethyl)-4-(4,4,5,5-tetramethyl-1,3,2-dioxaborolan-2-yl)-1H-pyrazole